C1(=CC=CC=C1)C1CCC(CC1)OC[C@@H]1NCCC[C@@H]1NS(=O)(=O)C N-[cis-2-(4-phenyl-cyclohexyloxymethyl)-piperidin-3-yl]-methanesulfonamide